C(C)OC1=C(C=CC=C1)N1C(N=C2C=CC=CC2=C1)C(C)N1CCNCC1 3-(2-ethoxyphenyl)-2-(1-(piperazin-1-yl)ethyl)quinazolin